3-phenyl-1,4-dihydroindeno[1,2-c]Pyrazole C1(=CC=CC=C1)C=1C2=C(NN1)C1=CC=CC=C1C2